4-(1-(tert-butyl)-1H-tetrazol-5-yl)-7-chloro-N-cyclohexyl-4H-benzo[d][1,3]oxazin-2-amine C(C)(C)(C)N1N=NN=C1C1C2=C(N=C(O1)NC1CCCCC1)C=C(C=C2)Cl